(R)-2-((1-(3-(2-azabicyclo[2.1.1]-hexan-2-yl)-2-cyano-7-methylquinoxalin-5-yl)ethyl)amino)benzoic acid C12N(CC(C1)C2)C=2C(=NC1=CC(=CC(=C1N2)[C@@H](C)NC2=C(C(=O)O)C=CC=C2)C)C#N